2-(2-(cyclopropanesulfonylamino)thiazol-4-yl)-N-(4-(6-ethoxypyrazin-2-yl)-2-methylphenyl)-2-methylpropanamide C1(CC1)S(=O)(=O)NC=1SC=C(N1)C(C(=O)NC1=C(C=C(C=C1)C1=NC(=CN=C1)OCC)C)(C)C